CC1=C(N(N=N1)C=1C=NC(=CC1)C)CN1N=CC(=CC1=O)N1C[C@@H](O[C@@H](C1)C)C |r| 2-[[5-methyl-3-(6-methyl-3-pyridinyl)triazol-4-yl]methyl]-5-[rac-(2s,6r)-2,6-dimethylmorpholin-4-yl]pyridazin-3-one